(R,Z)-3-((5-(bicyclo[1.1.1]pentan-1-yl)-3-butyl-7-(ethylthio)-2-methyl-1,1-dioxido-2,3,4,5-tetrahydrobenzo[f][1,2,5]thiadiazepin-8-yl)oxy)-2-fluoroacrylic acid C12(CC(C1)C2)N2C[C@H](N(S(C1=C2C=C(C(=C1)O\C=C(\C(=O)O)/F)SCC)(=O)=O)C)CCCC